N1(C=2C(=CC=C1)C=CC2)C(=O)[O-] cyclopenta[b]pyridine-1-carboxylate